ClC=1C(=NC=CC1C1=NC(=C(C=C1)CNCC1CCC(N1)=O)OC)C1=C(C(=CC=C1)NC1=NC=CC(=C1F)CN1CC(C1)COC)Cl 5-((((3'-chloro-2'-(2-chloro-3-((3-fluoro-4-((3-(methoxymethyl)azetidin-1-yl)methyl)pyridin-2-yl)amino)phenyl)-6-methoxy-[2,4'-bipyridin]-5-yl)methyl)amino)methyl)pyrrolidin-2-one